tert-butyl 1-(cyclopropylmethyl)-2-((3-fluoro-5-(methoxycarbonyl)-2-(methylamino) phenyl) carbamoyl)-1,6,8,9-tetrahydro-7H-pyrrolo[2,3-f]isoquinoline-7-carboxylate C1(CC1)CN1C(=CC=2C1=C1CCN(CC1=CC2)C(=O)OC(C)(C)C)C(NC2=C(C(=CC(=C2)C(=O)OC)F)NC)=O